4-methoxy-3-(1-(pyrazolo[1,5-a]pyrimidin-3-yl)pyrrolidin-3-yl)-N-(5-(trifluoromethyl)pyridin-3-yl)benzamide COC1=C(C=C(C(=O)NC=2C=NC=C(C2)C(F)(F)F)C=C1)C1CN(CC1)C=1C=NN2C1N=CC=C2